[N+](=O)([O-])C1=C(CC2(C=3N=CN([C@H]4[C@H](O[Si](C)(C)C(C)(C)C)[C@H](O[Si](C)(C)C(C)(C)C)[C@@H](CO[Si](C)(C)C(C)(C)C)O4)C3N=C(N2)N)O)C=C(C=C1)OC 6-(2-nitro-5-methoxybenzyl)-2',3',5'-tri-O-tert-butyldimethylsilylguanosine